ClC1=C(C=CC=C1)[C@H]1CC[C@H](N1C(CC1=CC(=CC=C1)OC)=O)C(=O)O (2S,5R)-5-(2-chlorophenyl)-1-(2-(3-methoxyphenyl)acetyl)pyrrolidine-2-carboxylic acid